2-[(Z)-heptadec-10-enyl]-6-methoxybenzene-1,4-diol C(CCCCCCCC\C=C/CCCCCC)C1=C(C(=CC(=C1)O)OC)O